ClC=1C(=CC(=C(C1)NC(OCC1=CC=C2C=C(C(=NC2=C1)C)C1C(NC(CC1)=O)=O)=O)OC)C (3-(2,6-dioxopiperidin-3-yl)-2-methylquinolin-7-yl)methyl (5-chloro-2-methoxy-4-methylphenyl)carbamate